tert-butyl (S)-2-(((1-(4-fluoro-3-(trifluoromethyl)phenyl)cyclopropyl)amino)methyl)-2-methylpyrrolidine-1-carboxylate FC1=C(C=C(C=C1)C1(CC1)NC[C@]1(N(CCC1)C(=O)OC(C)(C)C)C)C(F)(F)F